C(C)(C)C1=C(C=CC=C1)[C@H]1N(CCC1)C1CC2(C1)CCN(CC2)C(=O)OC(C)(C)C tert-butyl (S)-2-(2-(2-isopropylphenyl)pyrrolidin-1-yl)-7-azaspiro[3.5]nonane-7-carboxylate